(5-(benzylthio)indolin-1-yl)(2-hydroxyphenyl)methanone C(C1=CC=CC=C1)SC=1C=C2CCN(C2=CC1)C(=O)C1=C(C=CC=C1)O